ClC1=CC=C(C=C1)SCC(=O)NC1=C(C(=NN1)C1=CC=NC=C1)C 2-((4-chlorophenyl)thio)-N-(4-methyl-3-(pyridin-4-yl)-1H-pyrazol-5-yl)acetamide